(2,4-dimethoxyphenyl)methylamine hydrochloride Cl.COC1=C(C=CC(=C1)OC)CN